(1s,3s)-1-methyl-3-((7-(5-methyl-1,2,4-oxadiazol-3-yl)isoquinolin-1-yl)amino)cyclobutane-1-carboxylic acid methyl ester COC(=O)C1(CC(C1)NC1=NC=CC2=CC=C(C=C12)C1=NOC(=N1)C)C